Cl.C1(=CC=CC=C1)[C@@H](CN)C (S)-2-phenyl-1-propylamine hydrochloride